[Cl-].[Li+].[La+3].[Cl-].[Cl-].[Cl-] lanthanum (III)-lithium chloride salt